[4,4-dimethyl-6-oxo-1-[[(1R,2R)-2-[(2,2,7-trimethylchroman-4-yl)carbamoyl]cyclopropyl]methyl]hexahydropyrimidin-2-ylidene]ammonium CC1(NC(N(C(C1)=O)C[C@H]1[C@@H](C1)C(NC1CC(OC2=CC(=CC=C12)C)(C)C)=O)=[NH2+])C